FC1(CCN(CC1)C1=NC(=CC(=N1)C1=NN=C(O1)C1=C(C=C(C=C1)NS(=O)(=O)[C@@H](CO)C)N1CCC2(CC2)CC1)C)F (R)-N-(4-(5-(2-(4,4-difluoropiperidin-1-yl)-6-methylpyrimidin-4-yl)-1,3,4-oxadiazole-2-yl)-3-(6-azaspiro[2.5]octane-6-yl)phenyl)-1-hydroxypropane-2-sulfonamide